ClC1=CC=C(C=C1)N1N=C(C=C1)C1=C(C(=NN1C=1SC=CN1)C(F)(F)F)C(=O)[O-] 1-(4-chlorophenyl)-1H-pyrazol-3-yl-1-(thiazol-2-yl)-3-(trifluoromethyl)-1H-pyrazole-4-carboxylate